N1(CCCC1)C1=CC=C(CNC=2SC=CN2)C=C1 N-(4-(pyrrolidin-1-yl)benzyl)thiazol-2-amine